C1(CC1)C=1C=CC=2N(C1)C=C(N2)CC(=O)NNC(C(=O)OCC)=O ethyl 2-(2-(2-(6-cyclopropylimidazo[1,2-a]pyridin-2-yl)acetyl) hydrazinyl)-2-oxoacetate